BrC=1C(=NC(=NC1)NC1=C(C=C(C(=C1)Cl)N1CCC(CC1)N1CCN(CCC1)C)OC)NC1=C(C=CC(=C1)Cl)NS(=O)(=O)C N-(2-((5-bromo-2-((5-chloro-2-methoxy-4-(4-(4-methyl-1,4-diazepan-1-yl)piperidin-1-yl)phenyl)amino)pyrimidin-4-yl)amino)-4-chlorophenyl)methanesulfonamide